3-(but-2-yn-1-yl)-4-oxo-3,4-dihydroimidazo[5,1-d][1,2,3,5]tetrazine-8-carboxylic acid C(C#CC)N1N=NC=2N(C1=O)C=NC2C(=O)O